FC1=CC(=C(C=C1)OB(O)O)C (4-fluoro-2-methylphenyl)boric acid